CN(/C=C/C(=O)NC1=CC(=CC=C1)N1N=C(C(=C1)C=1C=C2CCNC(C2=CC1)=O)[N+](=O)[O-])C (E)-3-(dimethylamino)-N-(3-(3-nitro-4-(1-oxo-1,2,3,4-tetrahydroisoquinolin-6-yl)-1H-pyrazol-1-yl)phenyl)acrylamide